C[C@H]1CC[C@@H](NC1)C=1CN(CCC1)C(=O)OCC1=CC=CC=C1 |r| rac-benzyl 3-((2R,5S)-5-methylpiperidin-2-yl)-5,6-dihydropyridine-1(2H)-carboxylate